ClC1=C(C[C@H]2[C@@H](OC(O2)(CC)CC)CO)C=CC=C1 ((4S,5S)-5-(2-chlorobenzyl)-2,2-diethyl-1,3-dioxolan-4-yl)methanol